8-(4-chloro-2-fluoro-phenyl)-2-(difluoromethyl)-3-methyl-6-[(2S)-2-(1-methylpyrazol-4-yl)morpholino]pyrido[3,4-d]pyrimidin-4-one ClC1=CC(=C(C=C1)C1=NC(=CC2=C1N=C(N(C2=O)C)C(F)F)N2C[C@@H](OCC2)C=2C=NN(C2)C)F